C(C1CCC(CC1)C1=CC=CC2=NC3=CC=CC=C3C(=C12)N)C1CCC(CC1)C1=CC=CC2=NC3=CC=CC=C3C(=C12)N methylenedi-4,1-cyclohexanediyl-bis(9-acridinamine)